(2r,4r)-4-((6-((1-(tert-butyl)-5-methyl-1H-pyrazol-3-yl)amino)-4-ethyl-3-fluoropyridin-2-yl)methyl)-1-(3-chloro-2-fluorophenyl)-2-methylpiperidine-4-carboxylic acid tert-butyl ester C(C)(C)(C)OC(=O)[C@]1(C[C@H](N(CC1)C1=C(C(=CC=C1)Cl)F)C)CC1=NC(=CC(=C1F)CC)NC1=NN(C(=C1)C)C(C)(C)C